N-cyclopropyl-2-((3-(2,6-dioxopiperidin-3-yl)-1-methyl-1H-indazol-6-yl)oxy)-acetamide C1(CC1)NC(COC1=CC=C2C(=NN(C2=C1)C)C1C(NC(CC1)=O)=O)=O